C(CCC)(=O)O[C@H]1CC[C@@H]2[C@@]1(CC[C@@H]1[C@]3(CCC=4N=C(SC4C3=CC[C@@H]21)NC2=C(C=C(C=C2)F)F)C)C (5aR,5bS,7aS,8S,10aS,10bR)-2-((2,4-difluorophenyl)amino)-5a,7a-dimethyl-5,5a,5b,6,7,7a,8,9,10,10a,10b,11-dodecahydro-4H-cyclopenta[7,8]phenanthro[2,1-d]thiazol-8-yl butyrate